F[B-](F)(F)F.COC1=CC=C(C=C1)C1=[O+]C(=CC(=C1)C1=CC=C(C=C1)OC)C1=CC=C(C=C1)OC 2,4,6-tris(p-methoxyphenyl)pyrylium tetrafluoroborate